(9aR,10S)-10-((R)-(4-Fluorophenyl)(4-methoxyphenyl)methyl)-4-hydroxy-8,9,9a,10-tetrahydro-7H-pyrrolo[1',2':4,5]pyrazino[1,2-b]pyridazin-3,5-dion FC1=CC=C(C=C1)[C@H]([C@H]1[C@@H]2N(C(C=3N1N=CC(C3O)=O)=O)CCC2)C2=CC=C(C=C2)OC